5-methoxy-2-{[(4-methoxy-3,5-dimethyl-2-pyridinyl)methyl]sulfinyl}-1H-benzimidazole sodium salt [Na].COC1=CC2=C(NC(=N2)S(=O)CC2=NC=C(C(=C2C)OC)C)C=C1